3-chloro-7-(2-fluoro-5-(trifluoromethyl)phenyl)-2-methylbenzo[4,5]thieno[2,3-b]pyridin-4(1H)-one ClC=1C(C2=C(NC1C)SC1=C2C=CC(=C1)C1=C(C=CC(=C1)C(F)(F)F)F)=O